3-(4,6-difluoro-1-oxo-5-(1-((5-phenylfuran-2-yl)methyl)piperidin-4-yl)isoindolin-2-yl)piperidine-2,6-dione FC1=C2CN(C(C2=CC(=C1C1CCN(CC1)CC=1OC(=CC1)C1=CC=CC=C1)F)=O)C1C(NC(CC1)=O)=O